C(CCCCCCC\C=C/C\C=C/CCCCC)OC(CSSCC(COCCCCCCCC\C=C/C\C=C/CCCCC)OCCCCCCCC\C=C/C\C=C/CCCCC)COCCCCCCCC\C=C/C\C=C/CCCCC (2,3-bis((9z,12z)-octadec-9,12-dien-1-yloxy) propyl) disulfide